2-((4-n-hexylbenzyl)amino)leucine ethyl ester C(C)OC([C@@](N)(CC(C)C)NCC1=CC=C(C=C1)CCCCCC)=O